[(3-{2-bromo-5-[4-(1,1-difluoroethyl)-3-methyl-2,6-dioxo-3,6-dihydropyrimidin-1(2H)-yl]-4-fluorophenoxy}pyridin-2-yl)oxy]acetic acid BrC1=C(OC=2C(=NC=CC2)OCC(=O)O)C=C(C(=C1)F)N1C(N(C(=CC1=O)C(C)(F)F)C)=O